CN(C1=C(C(=O)O)C=CC=C1)[C@H](C)C=1C=C(C=C2C(C=C(OC12)N1CCCCC1)=O)C (R)-2-(methyl(1-(6-methyl-4-oxo-2-(piperidin-1-yl)-4H-chromen-8-yl)ethyl)amino)benzoic acid